1-isopropylpyrazolo[4,3-c]pyridine-6-carboxylic acid C(C)(C)N1N=CC=2C=NC(=CC21)C(=O)O